(1R,3S,5R)-2-(2-(4-amino-8-methyl-6-(2-(trifluoromethyl)pyridin-4-yl)-9H-pyrimido[4,5-b]indol-9-yl)acetyl)-N-(6-bromopyridin-2-yl)-2-azabicyclo[3.1.0]hexane-3-carboxamide NC1=NC=NC=2N(C3=C(C=C(C=C3C21)C2=CC(=NC=C2)C(F)(F)F)C)CC(=O)N2[C@@H]1C[C@@H]1C[C@H]2C(=O)NC2=NC(=CC=C2)Br